(S)-3-(3,4-difluorophenyl)-N-(3-fluoro-4-((3-((1-hydroxypropan-2-yl)amino)-1H-pyrazolo[3,4-b]pyridin-4-yl)oxy)phenyl)-1-isopropyl-2,4-dioxo-1,2,3,4-tetrahydropyrimidine-5-carboxamide FC=1C=C(C=CC1F)N1C(N(C=C(C1=O)C(=O)NC1=CC(=C(C=C1)OC1=C2C(=NC=C1)NN=C2N[C@H](CO)C)F)C(C)C)=O